Methyl (S)-1-benzyl-4-(3-chlorophenyl)-6-methyl-4,6-dihydro-1H-azepino[4,3,2-cd]indole-2-carboxylate C(C1=CC=CC=C1)N1[C@@H](C=2C=3C(=CC=CC13)N(CC(C2)C2=CC(=CC=C2)Cl)C)C(=O)OC